5-chloro-1-((2-(3-methoxyphenyl)pyrimidin-5-yl)methyl)-1H-indazole-7-carboxylic acid ClC=1C=C2C=NN(C2=C(C1)C(=O)O)CC=1C=NC(=NC1)C1=CC(=CC=C1)OC